(S)-tert-butyl 6-(3-cyano-2-(1-methylpiperidin-4-yl)quinolin-7-yl)-3-methyl-3,4-dihydropyridine-1(2H)-carboxylate C(#N)C=1C(=NC2=CC(=CC=C2C1)C1=CC[C@@H](CN1C(=O)OC(C)(C)C)C)C1CCN(CC1)C